N-[8-fluoro-6-hydroxy-7-(1,1,4-trioxo-1λ6,2,5-thiadiazolidin-2-yl)naphthalen-2-yl]-3-methylbutanamide FC=1C(=C(C=C2C=CC(=CC12)NC(CC(C)C)=O)O)N1S(NC(C1)=O)(=O)=O